C(#N)C1=CC(=C(C=N1)C(=O)NC=1SC=2C(=NC=C(N2)C2=CC=C(C=C2)C#N)N1)C1=C(C=CC=C1)OC 6-cyano-N-(6-(4-cyanophenyl)thiazolo[4,5-b]pyrazin-2-yl)-4-(2-methoxyphenyl)Pyridine-3-carboxamide